IC(C(C(F)(F)F)(F)F)(F)F 1-iodoheptafluoropropane